sodium 7-amino-2-naphthalenesulfonic acid NC1=CC=C2C=CC(=CC2=C1)S(=O)(=O)O.[Na]